N-(((R)-tetrahydrofuran-2-yl)methyl)benzamid O1[C@H](CCC1)CNC(C1=CC=CC=C1)=O